3-(4-Cyanophenyl)-N-methyl-N-[(1-methylbenzimidazol-2-yl)methyl]imidazo[1,2-a]pyridine-7-carboxamide C(#N)C1=CC=C(C=C1)C1=CN=C2N1C=CC(=C2)C(=O)N(CC2=NC1=C(N2C)C=CC=C1)C